S(=O)(O)OS(=O)O disulphurous acid